ClC=1C=CC(=NC1)C(C#N)=C1CCN(CC1)C(=O)N1CC2=C(CC1)SC=C2 2-(5-chloropyridin-2-yl)-2-(1-(4,5,6,7-tetrahydrothieno[3,2-c]pyridine-5-carbonyl)piperidin-4-ylidene)acetonitrile